4-phenyl-1,3,5-triazine C1(=CC=CC=C1)C1=NC=NC=N1